FC1(S(OC1(S(F)(F)(F)(F)F)F)(=O)=O)F 3,3,4-trifluoro-4-(pentafluorosulfanyl)-1,2-oxathietane-2,2-dioxide